6-(5-methylfuran-2-yl)-N-(piperidin-4-ylmethyl)-1-(3-(pyrrolidin-1-yl)propyl)-1H-indazol-4-amine CC1=CC=C(O1)C=1C=C(C=2C=NN(C2C1)CCCN1CCCC1)NCC1CCNCC1